(2R,3S)-2-methyl-3-((methanesulfonyl)methyl)azetidine C[C@H]1NC[C@@H]1CS(=O)(=O)C